6,7-Dimethyl-1H-pyrazolo[3,4-b]quinolin-3-ylamine CC=1C=C2C=C3C(=NC2=CC1C)NN=C3N